N-(4-chloro-3-methylphenyl)-2-(4-methyl-6-(trifluoromethyl)pyrimidin-2-yl)-N-(2-(1-methylazetidin-3-yl)ethyl)-5-oxopyrazolidine-3-carboxamide ClC1=C(C=C(C=C1)N(C(=O)C1N(NC(C1)=O)C1=NC(=CC(=N1)C)C(F)(F)F)CCC1CN(C1)C)C